BrC=1C(=C(SC1)CO)OC(F)F (4-bromo-3-(difluoromethoxy)thiophen-2-yl)methanol